C(C)(C)(C)OC(NC1CC(CCC1)C1=C2C=C(NC2=C(C(=C1F)F)C(N)=O)C)=O (3-(7-carbamoyl-5,6-difluoro-2-methyl-1H-indol-4-yl)cyclohexyl)carbamic acid tert-butyl ester